8-(1-(2-amino-2-oxoethyl)-1H-pyrazol-4-yl)-N-tert-butyl-1-(3,5-dichlorophenyl)-7-methoxy-N-methyl-1,4-dihydrobenzopyrano[4,3-c]pyrazole-3-carboxamide NC(CN1N=CC(=C1)C=1C(=CC2=C(C1)C=1N(N=C(C1CO2)C(=O)N(C)C(C)(C)C)C2=CC(=CC(=C2)Cl)Cl)OC)=O